N1N=CC2=CC(=CC=C12)C#CC1=NC(=NC=C1)C1=NC(=NC=C1)N1CC2=CC=C(C=C2C1)OCC(=O)N(C)C 2-((2-(4-((1H-Indazol-5-yl)ethynyl)-[2,4'-bipyrimidin]-2'-yl)isoindolin-5-yl)oxy)-N,N-dimethylacetamide